C(C1=CC=CC=C1)OC1=C(C(=CC=C1)OC1=C(C=CC=C1)C(C)(C)C)NC(=O)NC1=CC=C(C=C1)OC(F)(F)F 1-(2-(benzyloxy)-6-(2-(tert-butyl)phenoxy)phenyl)-3-(4-(trifluoromethoxy)phenyl)urea